(S)-4-((2-((2-methylpyridin-3-yl)oxy)ethyl)(4-(5,6,7,8-tetrahydro-1,8-naphthyridin-2-yl)butyl)amino)-2-((5-phenylpyrimidin-4-yl)amino)butanoic acid CC1=NC=CC=C1OCCN(CC[C@@H](C(=O)O)NC1=NC=NC=C1C1=CC=CC=C1)CCCCC1=NC=2NCCCC2C=C1